(S)-N2-(2,4-dichlorobenzyl)-N1-(2,4-dimethoxyphenyl)-5-oxopyrrolidine-1,2-dicarboxamide ClC1=C(CNC(=O)[C@H]2N(C(CC2)=O)C(=O)NC2=C(C=C(C=C2)OC)OC)C=CC(=C1)Cl